CC1=NNC(=C1C1=CC=C(NC([C@H]([C@@H]2CCCC3=CC=C(C=C23)C=2C=C3CNCC3=CC2)NC(=O)C=2N(N=CC2)C)=O)C=C1)C N-[(1S)-2-[4-(3,5-dimethyl-1H-pyrazol-4-yl)anilino]-1-[(1R)-7-isoindolin-5-yltetralin-1-yl]-2-oxo-ethyl]-2-methyl-pyrazole-3-carboxamide